CC1=CC=C(C=C1)S(=O)(=O)N/N=C/C=1SC=CC1 (E)-4-methyl-N'-(thiophene-2-ylmethylene)benzenesulfonohydrazide